(R)-2-((6-chloro-2,4-dioxo-3,4-dihydropyrimidin-1(2H)-yl)methyl)morpholine-4-carboxylic acid tert-butyl ester C(C)(C)(C)OC(=O)N1C[C@@H](OCC1)CN1C(NC(C=C1Cl)=O)=O